1-(4-((tert-butyldiphenylsilyl)oxy)butan-2-yl)-5,7-dichloro-2,4-dihydro-1H-pyrimido[4,5-d][1,3]oxazine-4-d [Si](C1=CC=CC=C1)(C1=CC=CC=C1)(C(C)(C)C)OCCC(C)N1COC(C2=C1N=C(N=C2Cl)Cl)[2H]